(S)-2-(1-(1-(Pyridin-4-yl)ethyl)-1H-pyrazol-3-yl)acetonitrile N1=CC=C(C=C1)[C@H](C)N1N=C(C=C1)CC#N